C(#N)C=1C=C(C=NC1)[C@H]1N(OCC1)C(=O)[C@@H]1CC[C@H](CC1)CN1C=C(C=CC1=O)C#N trans-1-[[4-[(3S)-3-(5-cyano-3-pyridyl)isoxazolidine-2-carbonyl]cyclohexyl]methyl]-6-oxo-pyridine-3-carbonitrile